(S)-quinuclidin-3-yl (5-(4-fluoro-3-methoxyphenyl)-2,2-dimethyl-2,3-dihydro-1H-inden-1-yl)carbamate FC1=C(C=C(C=C1)C=1C=C2CC(C(C2=CC1)NC(O[C@@H]1CN2CCC1CC2)=O)(C)C)OC